CN(C(C)=O)C N,N-Dimethylacetoamide